(3,4-epoxy-6-methylcyclohexyl) methyl-3,4-epoxy-6-methylcyclohexaneformate CC1(CC2C(CC1C)O2)C(=O)OC2CC1C(CC2C)O1